C(C)N(CC)C[Si](OC)(OC)OC (N,N-diethylamino)methyltrimethoxysilane